methyl (2S)-2-[(4-tert-butylphenyl) formamido]-3-phenylpropanoate C(C)(C)(C)C1=CC=C(C=C1)C(=O)N[C@H](C(=O)OC)CC1=CC=CC=C1